ClC1=C(C=C(C=C1)C1=CN(C2=NC(=CC=C21)C(=O)N2C(CN(CC2)C2=NC(=C(C(=O)O)C(=C2)C)C)(C)C)C(COC)(C)C)F 6-(4-(3-(4-chloro-3-fluorophenyl)-1-(1-methoxy-2-methylpropan-2-yl)-1H-pyrrolo[2,3-b]pyridine-6-carbonyl)-3,3-dimethylpiperazin-1-yl)-2,4-dimethylnicotinic acid